(2'S,4S,7R)-2'-methyl-2-(trifluoromethyl)spiro[4,5-dihydrothieno[2,3-c]pyran-7,4'-piperidine]-4-ol C[C@@H]1NCC[C@]2(C1)OC[C@H](C1=C2SC(=C1)C(F)(F)F)O